(S)-methyl α-bromoglutarate Br[C@H](C(=O)OC)CCC(=O)[O-]